C(C(=O)O)(=O)O.C(C)(C)(C)OC(=O)N1C2CC(CC1CCC2)N.FC=2C(=NC=CC2)C(=O)N2CC(CC2)C2=C(C(=O)N)C=C(C=C2)OC2=C(C=CC=C2)C(C)C 2-(1-(3-fluoropyridinoyl)pyrrolidin-3-yl)-5-(2-isopropylphenoxy)benzamide tert-butyl-(3-exo)-3-amino-9-azabicyclo[3.3.1]nonane-9-carboxylate oxalate